S1C=NC2=C1C=C(C=C2)NC2=NC=CC1=C2N(C(N1C1CCCC1)=O)C (Benzo[d]thiazol-6-ylamino)-1-cyclopentyl-3-methyl-1,3-dihydro-2H-imidazo[4,5-c]pyridin-2-one